tolylboric acid B(O)(O)OC1=CC=CC=C1C